C(=C\CC#CC=1C=C(C(=CC1)O)O)/C=1C=C(C(=CC1)O)O 4,4'-[(1E)-pent-1-en-4-yne-1,5-diyl]bis(benzene-1,2-diol)